4-(difluoro(4-(4-propylcyclohexyl)phenyl)methoxy)-2,3',4',5'-tetrafluorobiphenyl FC(OC1=CC(=C(C=C1)C1=CC(=C(C(=C1)F)F)F)F)(C1=CC=C(C=C1)C1CCC(CC1)CCC)F